C(C1=CC=CC=C1)(=O)NC1=C2N=CN(C2=NC=N1)[C@@H]1O[C@@H]([C@H](C1)O)CO 6-(N-benzoylamino)-9-{(2R,4S,5R)-4-hydroxy-5-hydroxymethyl-tetrahydrofuran-2-yl}-9H-purine